oleoyl-methionine C(CCCCCCC\C=C/CCCCCCCC)(=O)N[C@@H](CCSC)C(=O)O